FC(S(=O)(=O)OC1=CC(=C(C(=C1)C)CC1=C(C=C2C(=N1)C(=CN2S(=O)(=O)C2=CC=C(C)C=C2)C(C)C)F)C)(F)F 4-((6-fluoro-3-isopropyl-1-p-toluenesulfonyl-1H-pyrrolo[3,2-b]pyridin-5-yl)methyl)-3,5-dimethylphenyl trifluoromethanesulfonate